ortho-hexynylbenzoic acid C(#CCCCC)C1=C(C(=O)O)C=CC=C1